((5-aminopyridin-3-yl)oxy)-N-methylacetamide NC=1C=C(C=NC1)OCC(=O)NC